8-[(3,4-dimethylphenyl)sulfamoyl]-3a,4,5,9b-tetrahydro-3H-cyclopenta[c]quinolin CC=1C=C(C=CC1C)NS(=O)(=O)C1=CC=2C3C(CNC2C=C1)CC=C3